ClCC(=O)NNC(C1=CN=CC=C1)=O N'-(2-chloroacetyl)nicotinohydrazide